6'-fluoro-8-azaspiro[bicyclo[3.2.1]octane-3,2'-chroman]-4'-one FC=1C=C2C(CC3(OC2=CC1)CC1CCC(C3)N1)=O